2-ethyl-N-{8-fluoro-2-methylimidazo[1,2-a]pyridin-6-yl}-4-(4-{[(1s,3s)-3-hydroxycyclobutyl]amino}piperidin-1-yl)indazole-7-carboxamide C(C)N1N=C2C(=CC=C(C2=C1)N1CCC(CC1)NC1CC(C1)O)C(=O)NC=1C=C(C=2N(C1)C=C(N2)C)F